OC=1C=C(C=CC1O)C=1SC2=C(N1)CC[C@@]1([C@H]3CC[C@]4([C@H]([C@@H]3CCC12)CCC4=O)C)C (5aR,5bS,7aS,10aS,10bR)-2-(3,4-dihydroxyphenyl)-5a,7a-dimethyl-4,5,5a,5b,6,7,7a,9,10,10a,10b,11,12,12a-tetradecahydro-8H-cyclopenta[7,8]phenanthro[2,1-d]thiazol-8-one